COC1=CC=C(C=C1)CN1C(C(CCC1=O)OS(=O)(=O)C(F)(F)F)=O [1-[(4-methoxyphenyl) methyl]-2,6-dioxo-3-piperidyl]Triflate